bis(2-cyanoethyl)-N,N-diisopropyl phosphoramidite CC(C)N(C(C)C)P(OCCC#N)OCCC#N